4-[4-(3,8-diazabicyclo[3.2.1]octan-3-yl)-8-fluoro-6-(hydroxymethyl)-2-[[(2S)-1-methylpyrrolidin-2-yl]methoxy]quinazolin-7-yl]naphthalen-2-ol C12CN(CC(CC1)N2)C2=NC(=NC1=C(C(=C(C=C21)CO)C2=CC(=CC1=CC=CC=C21)O)F)OC[C@H]2N(CCC2)C